5-fluoro-2-(3-(cis-4-(3-(hydroxymethyl)azetidin-1-yl)cyclohexyl)-1H-pyrrolo[2,3-c]pyridin-1-yl)-N-isopropyl-N-methylbenzamide FC=1C=CC(=C(C(=O)N(C)C(C)C)C1)N1C=C(C=2C1=CN=CC2)[C@@H]2CC[C@@H](CC2)N2CC(C2)CO